8-fluoro-4-(5-methyl-1H-indazol-4-yl)-2-(5-oxo-2-(2-propenoyl)-2,6-diazaspiro[3.4]octan-6-yl)-3-quinolinecarbonitrile FC=1C=CC=C2C(=C(C(=NC12)N1C(C2(CN(C2)C(C=C)=O)CC1)=O)C#N)C1=C2C=NNC2=CC=C1C